6-bromo-7-fluoro-2,3-dihydrobenzofuran BrC1=C(C2=C(CCO2)C=C1)F